O1C2=C(OCC1)C=C(C=C2)C(CCNC=2C=C1C=CN=CC1=CC2)=O 1-(2,3-dihydrobenzo[b][1,4]dioxin-6-yl)-3-(isoquinolin-6-ylamino)propan-1-one